hexafluoroisobutene C=C(C(F)(F)F)C(F)(F)F